di[4-(1-methyl-1-phenylethyl)-phenyl] carbonate C(OC1=CC=C(C=C1)C(C)(C1=CC=CC=C1)C)(OC1=CC=C(C=C1)C(C)(C1=CC=CC=C1)C)=O